4,6-diphenyl-2-chloropyrimidine C1(=CC=CC=C1)C1=NC(=NC(=C1)C1=CC=CC=C1)Cl